N-(6-(hydroxymethyl)-2-(4-methoxybenzyl)-1-oxo-3-(o-tolyl)isoindolin-4-yl)benzo[d]isothiazole-3-carboxamide OCC1=CC(=C2C(N(C(C2=C1)=O)CC1=CC=C(C=C1)OC)C1=C(C=CC=C1)C)NC(=O)C1=NSC2=C1C=CC=C2